CC1=C(C=NN1)B1OC(C(O1)(C)C)(C)C 5-Methyl-4-(4,4,5,5-tetramethyl-1,3,2-dioxaborolan-2-yl)-1H-pyrazole